7-(5-isopropyl-1H-indazol-4-yl)-2-[[(2S)-1-methylpyrrolidin-2-yl]methoxy]-4-piperazin-1-yl-6,8-dihydro-5H-pyrido[3,4-d]pyrimidine C(C)(C)C=1C(=C2C=NNC2=CC1)N1CC=2N=C(N=C(C2CC1)N1CCNCC1)OC[C@H]1N(CCC1)C